FC1(CC1)C[C@@H](C(=O)N1[C@@H]([C@H]2C([C@H]2C1)(C)C)C(=O)O)NC(C(F)(F)F)=O (1R,2S,5S)-3-[(2S)-3-(1-fluorocyclopropyl)-2-[(2,2,2-trifluoroacetyl)amino]propanoyl]-6,6-dimethyl-3-azabicyclo[3.1.0]hexane-2-carboxylic acid